3-cyclopropyl-4,5,6,7-tetrahydrobenzothiophen-5-amine C1(CC1)C1=CSC2=C1CC(CC2)N